N,N,N,N-tetramethyl-1,3-propanediamine CN(C)CCCN(C)C